(R)-3-(6-oxo-6,8-dihydro-2H,7H-spiro[furo[2,3-e]isoindole-3,4'-piperidin]-7-yl)piperidine-2,6-dione hydrochloride Cl.O=C1N(CC2=C3C(=CC=C12)C1(CCNCC1)CO3)[C@H]3C(NC(CC3)=O)=O